3-(1-Tosylindoline-5-carbonyl)benzoic acid Methyl-3-(1-tosylindoline-5-carbonyl)benzoate COC(C1=CC(=CC=C1)C(=O)C=1C=C2CCN(C2=CC1)S(=O)(=O)C1=CC=C(C)C=C1)=O.S(=O)(=O)(C1=CC=C(C)C=C1)N1CCC2=CC(=CC=C12)C(=O)C=1C=C(C(=O)O)C=CC1